ClC1=CC(=C(COC2=C(C=CC(=N2)C2=CC(=C(C=3CCOC32)CC3=NC2=C(N3C[C@H]3OCC3)C=C(C=C2OCC)C(=O)O)F)F)C=C1)F (S)-2-((7-(6-((4-chloro-2-fluorobenzyl)oxy)-5-fluoropyridin-2-yl)-5-fluoro-2,3-dihydrobenzofuran-4-yl)methyl)-4-ethoxy-1-(oxetan-2-ylmethyl)-1H-benzo[d]imidazole-6-carboxylic acid